[N+](=O)([O-])C=1C=C(C=CC1)C1=NN=NN1 5-(3-nitrophenyl)tetrazole